COC(C1=C(N=CC(=C1)C=1C=C2COC3(CCN(CC3)C3CCOCC3)C2=CC1)N)=O 2-amino-5-(1'-(tetrahydro-2H-pyran-4-yl)-3H-spiro[isobenzofuran-1,4'-piperidine]-5-yl)nicotinic acid methyl ester